ClC=1C(=C(C(=CC1)OC)C1=CC(=NC=C1C(=O)NC1=NN=C(S1)C(C(=O)Cl)(F)F)C)F 2-(5-(4-(3-chloro-2-fluoro-6-methoxyphenyl)-6-methylnicotinamido)-1,3,4-thiadiazol-2-yl)-2,2-difluoroacetyl chloride